CC(=CC(=O)OCCO)C ethylene glycol bis(methyl)acrylate